(7R)-N-(7-chloro-6-(1-((3R,4R)-4-hydroxy-3-methyltetrahydrofuran-3-yl)piperidin-4-yl)isoquinolin-3-yl)-5-oxaspiro[3.4]octane-7-carboxamide ClC1=C(C=C2C=C(N=CC2=C1)NC(=O)[C@H]1COC2(CCC2)C1)C1CCN(CC1)[C@@]1(COC[C@@H]1O)C